resorcinolethanedial Neodymium Chloride [Cl-].[Nd+3].C1(O)=C(C(O)=CC=C1)C(C=O)=O.[Cl-].[Cl-]